C(C)OC1=C(C=CC=C1)C1=NC=2CN(CC3(CCN(CC3)C3=C(C#N)C=CC=C3)C2C=C1)C[C@@H]1NCCC1 2-[2-(2-ethoxyphenyl)-7-[[(2R)-pyrrolidin-2-yl]methyl]spiro[6,8-dihydro-1,7-naphthyridine-5,4'-piperidine]-1'-yl]benzonitrile